NCCOCCOCCOCCCC1=C2CN(C(C2=CC=C1)=O)C1CNCCC1 3-(4-(3-(2-(2-(2-Aminoethoxy)ethoxy)ethoxy)propyl)-1-oxoisoindolin-2-yl)piperidine